8-benzyloxy-1-oxaspiro[4.5]decan-3-amine C(C1=CC=CC=C1)OC1CCC2(CC(CO2)N)CC1